(2S,4R)-1-benzyl 2-methyl 4-((methylsulfonyl)oxy)pyrrolidine-1,2-dicarboxylate CS(=O)(=O)O[C@@H]1C[C@H](N(C1)C(=O)OCC1=CC=CC=C1)C(=O)OC